FC1=CC=C(C=C1)NC(=O)C1(CC1)C(=O)NC1=CC=C(C=C1)OC1=CC=NC2=CC(=CC=C12)C(NOC)=O 1-N'-(4-fluorophenyl)-1-N-[4-[7-(methoxycarbamoyl)quinolin-4-yl]oxyphenyl]cyclopropane-1,1-dicarboxamide